C(C)(C)(C)OC(=O)NC1=CC=C(C=C1)C1=CC(=CC=C1)C(=O)N[C@@H](CO)C(=O)O (4'-((t-Butoxycarbonyl)amino)-[1,1'-biphenyl]-3-carbonyl)-L-serine